ClC1=CC=C(C=C1)[C@@](CN1N=CN=C1)([C@H](C)C1CC1)O |r| (2RS,3RS,2RS,3SR)-2-(4-chlorophenyl)-3-cyclopropyl-1-(1H-1,2,4-triazol-1-yl)butan-2-ol